C1(CC1)C=1N=C2N(C=C(N=C2)C2=CC(=C(C=C2)F)C(C(F)(F)F)(F)F)C1C=1C(=C2C=NNC2=CC1)F 5-{2-cyclopropyl-6-[4-fluoro-3-(1,1,2,2,2-pentafluoroethyl)phenyl]imidazo[1,2-a]pyrazin-3-yl}-4-fluoro-1H-indazole